(3R)-3-methylpiperazin-2-one C[C@@H]1C(NCCN1)=O